C(C)(C)(C)OC(=O)N1C[Si](C[C@@H]1C(=O)[O-])(C)C.OC[C@@H]([NH3+])C1=CC=CC=C1 (1S)-2-hydroxy-1-phenylethanaminium (5S)-1-(tert-butoxycarbonyl)-3,3-dimethyl-1,3-azasilolidine-5-carboxylate